C(C)(C)(C)N1N=C(C(=C1NC(OC1CC(C1)(F)F)=O)C)C1CC(C1)(F)F 3,3-difluorocyclobutyl (1-(tert-butyl)-3-(3,3-difluorocyclobutyl)-4-methyl-1H-pyrazol-5-yl)carbamate